C(C)(=O)N1C(CC[C@@H](C1)OC1OCCCC1)(C(=O)OCC)C(=O)OCC diethyl (5S)-1-acetyl-5-(tetrahydropyran-2-yloxy)-piperidine-2,2-dicarboxylate